NCCCN1C(=NC=C1)CCCC(=O)O 1-(3-aminopropyl)imidazolebutyric acid